C(C=C)(=O)OC1(C2CC3CC(CC1C3)C2)CC 2-ethyl-2-adamantyl acrylate